ethyl (11S)-13-(2-chloro-6-fluoro-phenyl)-11-methyl-10-thioxo-7-thia-9,12-diazatricyclo[6.5.0.02,6]trideca-1(8),2(6),12-triene-4-carboxylate ClC1=C(C(=CC=C1)F)C1=N[C@H](C(NC=2SC=3CC(CC3C12)C(=O)OCC)=S)C